((2S,4S)-1-acryloyl-4-(8-chloro-4-(3-(dimethylamino)azetidin-1-yl)-6-fluoro-7-(m-tolyl)-1H-[1,2,3]triazolo[4,5-c]quinolin-1-yl)piperidin-2-yl)acetonitrile C(C=C)(=O)N1[C@@H](C[C@H](CC1)N1N=NC=2C(=NC=3C(=C(C(=CC3C21)Cl)C=2C=C(C=CC2)C)F)N2CC(C2)N(C)C)CC#N